6-chloro-2-(2,6-difluoro-3,5-dimethoxyphenyl)-4-(4-methoxy-4-methylpiperidin-1-yl)pyrido[3,4-d]pyrimidine ClC1=CC2=C(N=C(N=C2N2CCC(CC2)(C)OC)C2=C(C(=CC(=C2F)OC)OC)F)C=N1